3-(bis{2-[(tert-butyl)bis(methyl)siloxy]dodecyl}amino)propyl (S)-2-[4-(bis{2-[(tert-butyl)bis(methyl)siloxy]dodecyl}amino)butyrylamino]-3-phenylpropionate C(C)(C)(C)[Si](OC(CN(CCCC(=O)N[C@H](C(=O)OCCCN(CC(CCCCCCCCCC)O[Si](C(C)(C)C)(C)C)CC(CCCCCCCCCC)O[Si](C)(C)C(C)(C)C)CC1=CC=CC=C1)CC(CCCCCCCCCC)O[Si](C(C)(C)C)(C)C)CCCCCCCCCC)(C)C